C(C)OC1=CSC(=C1)C1=NC=NC(=C1)NC(CN1C(=CC2=C(C=CC(=C12)F)OC)C)C 3-Ethoxy-5-{6-[2-(7-fluoro-4-methoxy-2-methyl-indol-1-yl)-1-methyl-ethylamino]-pyrimidin-4-yl}-thiophen